C(CCCC)(=O)[O-].C(CCCC)(=O)[O-].C(CCC)[Sn+2]CCCC dibutyltin dipentanate